2-methoxy-4-(1-(2-(4-methylpiperazin-1-yl)ethyl)-1H-pyrazol-4-yl)aniline (4,4-difluoro-5-tetrahydropyran-2-yloxy-pentyl)4-methylbenzenesulfonate FC(CCCOS(=O)(=O)C1=CC=C(C=C1)C)(COC1OCCCC1)F.COC1=C(N)C=CC(=C1)C=1C=NN(C1)CCN1CCN(CC1)C